2-(6-bromo-5-methoxy-1-methyl-imidazo[4,5-b]pyridin-2-yl)-3-methyl-5-(trifluoro-methyl)phenol BrC=1C=C2C(=NC1OC)N=C(N2C)C2=C(C=C(C=C2C)C(F)(F)F)O